CCCCCCCCCCCN1CCNCCC1 11-undecyl-1,4-diazepane